CNC1CC(CCC1)NC N1,N3-Dimethyl-1,3-cyclohexandiamin